ClC1=C(C=C(C(=C1)C(N1[C@H](CN(CC1)C(=O)OC(C)(C)C)C)=N)F)C1=C(C=CC=C1)F tert-butyl (S)-4-((2-chloro-2',5-difluoro-[1,1'-biphenyl]-4-yl)(imino)methyl)-3-methylpiperazine-1-carboxylate